N-((3S,4S)-3-((6-(2,6-difluoro-3,5-dimethoxyphenyl)-8-(1H-pyrazol-4-yl)pyrido[3,4-d]pyrimidin-2-yl)amino)tetrahydro-2H-pyran-4-yl)acrylamide FC1=C(C(=C(C=C1OC)OC)F)C1=CC2=C(N=C(N=C2)N[C@@H]2COCC[C@@H]2NC(C=C)=O)C(=N1)C=1C=NNC1